Cl.FC1=CC=CC=2NC(=NC21)C=O 4-fluoro-1H-benzimidazole-2-carbaldehyde hydrogen chloride